diethyl 2,2'-((1-(3-bromophenyl)cyclobutyl)azanediyl)bis(2-oxoacetate) BrC=1C=C(C=CC1)C1(CCC1)N(C(C(=O)OCC)=O)C(C(=O)OCC)=O